CC([C@H](C)N1C(C=CC2=C1N=C(N=C2)N[C@@H](C)C2=CC=C(C=C2)N2CCOCC2)=O)C 8-[(2S)-3-Methylbutan-2-yl]-2-({(1S)-1-[4-(morpholin-4-yl)phenyl]ethyl}amino)pyrido[2,3-d]pyrimidin-7(8H)-on